N=1C=NN2C1C=CC(=C2)C=2C=C1C(=NN(C1=CC2)CC(=O)N2[C@@H](C[C@H](C2)F)C(=O)NC2=NC(=CC=C2)Br)C(C)=O (2S,4R)-1-(2-(5-([1,2,4]triazolo[1,5-a]pyridin-6-yl)-3-acetyl-1H-indazol-1-yl)acetyl)-N-(6-bromopyridin-2-yl)-4-fluoropyrrolidine-2-carboxamide